CC=1C=C(C=O)C=C(C1OC1C(NCCCC1)=O)C 3,5-DIMETHYL-4-[(2-OXOAZEPAN-3-YL)OXY]BENZALDEHYDE